C(C)OC(/C(=C/CN(C)C)/F)=O (Z)-4-(dimethylamino)-2-fluorobut-2-enoic acid ethyl ester